1-methyl-8-(1-methyl-1H-pyrazol-4-yl)-6H-benzo[6,7]cyclohepta[1,2-d]isoxazol-6-one CC1=NOC2=C1C1=C(C(C=C2)=O)C=C(C=C1)C=1C=NN(C1)C